2,5-DICHLORO-4-METHOXY-BENZENEBORONIC ACID ClC1=C(C=C(C(=C1)OC)Cl)B(O)O